NC(C(C)C=1C=NN2C1C(=C(C=C2)NC2=CC(=NC=C2C(=O)NC([2H])([2H])[2H])NC(=O)C2CC2)OC)=O 4-((3-(1-Amino-1-oxopropan-2-yl)-4-methoxypyrazolo[1,5-a]pyridin-5-yl)amino)-6-(cyclopropanecarboxamido)-N-(methyl-d3)nicotinamide